C1(CC1)C=1C(=NC=CC1CC(=O)O)C1=CC(=CC(=C1)F)F [3-cyclopropyl-2-(3,5-difluorophenyl)pyridin-4-yl]acetic acid